C(C)(C)(C)OC(NC1(CC1)C1=C(C=C(C=C1)[N+](=O)[O-])C[S@](=O)C)=O |r| (±)-(1-(2-((methylsulfinyl)methyl)-4-nitrophenyl)cyclopropyl)carbamic acid tert-butyl ester